4-(((3-Chloro-1,4-dioxo-1,4-dihydronaphthalin-2-yl)amino)methyl)-N-(2-fluoro-4-iodophenyl)benzamid ClC1=C(C(C2=CC=CC=C2C1=O)=O)NCC1=CC=C(C(=O)NC2=C(C=C(C=C2)I)F)C=C1